6-chloro-7-(2-Fluoro-6-methoxyphenyl)-4-hydroxy-1-(2-isopropyl-4-methylpyridin-3-yl)-3-nitro-1,8-naphthyridine-2(1H)-one ClC=1C=C2C(=C(C(N(C2=NC1C1=C(C=CC=C1OC)F)C=1C(=NC=CC1C)C(C)C)=O)[N+](=O)[O-])O